rac-4-(4-methylphenyl)-N-[(1S,4R)-3-{[4-(propan-2-yl)piperazin-1-yl]methyl}bicyclo[2.2.1]heptan-2-yl]piperidine-1-carboxamide CC1=CC=C(C=C1)C1CCN(CC1)C(=O)NC1[C@H]2CC[C@@H](C1CN1CCN(CC1)C(C)C)C2